2-(2-Chlorophenyl)-N-[4-(3-methyl-1H-1,2,4-triazol-1-yl)-3-sulfamoylphenyl]-acetamide ClC1=C(C=CC=C1)CC(=O)NC1=CC(=C(C=C1)N1N=C(N=C1)C)S(N)(=O)=O